FC=1C=CC(=C(C1)C1CCN(CC1)[C@H]1CC2(CNC2)CC1)C1CCOCC1 (R)-6-(4-(5-fluoro-2-(tetrahydro-2H-pyran-4-yl)phenyl)piperidin-1-yl)-2-azaspiro[3.4]octane